(R)-2-hydroxypropyl hydrogen ((S)-3-hydroxy-2-(5-(4-methoxy-3-propoxyphenyl)pyridin-3-yl)propyl)boronate OC[C@@H](CB(OC[C@@H](C)O)O)C=1C=NC=C(C1)C1=CC(=C(C=C1)OC)OCCC